2-((1-cyclopropyl-1H-pyrazol-3-yl)methyl)-6-((6-methoxypyridin-3-yl)sulfonyl)phthalazin-1(2H)-one C1(CC1)N1N=C(C=C1)CN1C(C2=CC=C(C=C2C=N1)S(=O)(=O)C=1C=NC(=CC1)OC)=O